N-Boc-N-ethylglycine C(=O)(OC(C)(C)C)N(CC(=O)O)CC